FC1(CNCCC1NC(=O)C1=C(OC2=C1C=C(C=C2)OCC=2C(=NC=CC2)OCC)C)F N-(3,3-difluoropiperidin-4-yl)-5-((2-ethoxypyridin-3-yl)methoxy)-2-methylbenzofuran-3-carboxamide